BrC=1C=C(C(=C(C1)F)Cl)F 5-bromo-2-chloro-1,3-difluorobenzene